3-(2,5-Dibromothiophen-3-yl)propionic acid BrC=1SC(=CC1CCC(=O)O)Br